N12C[C@H](C(CC1)CC2)N(C(O)=O)[C@@H]2C(CC1=CC(=C(C=C21)C)Br)(C)C.C(C=C)(=O)NCC(=O)O N-acrylyl-glycine (S)-quinuclidin-3-yl-((R)-5-bromo-2,2,6-trimethyl-2,3-dihydro-1H-inden-1-yl)carbamate